(3E,6Z)-(1-chloro-7,11-dimethyl-3,6,10-dodecatrien-3-yl)methyl-p-tolylsulfone ClCC/C(=C\C\C=C(/CCC=C(C)C)\C)/C=1C(=C(C=CC1S(=O)(=O)C1=C(C(=C(C=C1)C)C)\C(\CCCl)=C\C\C=C(/CCC=C(C)C)\C)C)C